ClC=1C=C(OC=2C=CC(=NC2)[N+](=O)[O-])C=CC1F 5-(3-chloro-4-fluorophenoxy)-2-nitropyridine